CN(C(C(=O)O)(C)C)C 2-(dimethylamino)-2-methyl-propionic acid